BrC=1C=C2C(COCC2=CC1)(O)C(S(=O)(=O)C1=CC=CC=C1)(F)F 6-bromo-4-(difluoro(phenylsulfonyl)methyl)isochroman-4-ol